C(C)(C)(C)OC(=O)N1C[C@@H](C[C@H](C1)F)N (3R,5R)-3-amino-5-fluoro-piperidine-1-carboxylic acid tert-butyl ester